N-[5-(4-aminophenyl)-2-[4-(1,1,2,2,2-pentafluoroethoxy)phenyl]-1,2,4-triazol-3-yl]cyclopropanecarboxamide NC1=CC=C(C=C1)C=1N=C(N(N1)C1=CC=C(C=C1)OC(C(F)(F)F)(F)F)NC(=O)C1CC1